C(=O)O.C(C)OC1=CN=CC(=N1)C1=CN=C(S1)C(=O)N1C(CNCC1)C1=NC(=NC=C1)NS(=O)(=O)C1CC1 N-(4-{1-[5-(6-ethoxypyrazin-2-yl)-1,3-thiazole-2-carbonyl]piperazin-2-yl}pyrimidin-2-yl)cyclopropanesulfonamide-formic acid salt